C(CC(=O)[O-])(=O)OC1CCC2=C1C=1C=CC=CC1N2 indolocyclopentanyl malonate